CC1=C(C(=NC=C1)N)CCC methyl-3-propylpyridin-2-amine